tert-butyl 2-amino-1H-benzo[d]imidazole-4-carboxylate NC1=NC2=C(N1)C=CC=C2C(=O)OC(C)(C)C